BrC=1C(=NC=C(C1C=NNC1=C(C=C(C=C1)F)F)Br)OC N-[(3,5-dibromo-2-methoxy-4-pyridyl)methyleneamino]-2,4-difluoro-aniline